4-((3-(8-(((3S,4R)-3-fluoro-1-methylpiperidin-4-yl)amino)-3-vinylimidazo[1,2-a]pyridin-2-yl)prop-2-yn-1-yl)amino)-3-methoxy-N,N-dimethylbenzamide F[C@H]1CN(CC[C@H]1NC=1C=2N(C=CC1)C(=C(N2)C#CCNC2=C(C=C(C(=O)N(C)C)C=C2)OC)C=C)C